6-((1-hydroxy-2-methylpropan-2-yl)amino)-N-(4-methyl-3-(pyridin-4-yl)phenyl)-2-(6-azaspiro[2.5]octan-6-yl)nicotinamide OCC(C)(C)NC1=NC(=C(C(=O)NC2=CC(=C(C=C2)C)C2=CC=NC=C2)C=C1)N1CCC2(CC2)CC1